2,6-Di(tert-butyl)-4-(methoxycarbonyl)phenol C(C)(C)(C)C1=C(C(=CC(=C1)C(=O)OC)C(C)(C)C)O